trimethylammonium tetrakis(heptafluoro-2-naphthyl)borate FC=1C(=C(C(=C2C(=C(C(=C(C12)F)[B-](C1=C(C2=C(C(=C(C(=C2C(=C1F)F)F)F)F)F)F)(C1=C(C2=C(C(=C(C(=C2C(=C1F)F)F)F)F)F)F)C1=C(C2=C(C(=C(C(=C2C(=C1F)F)F)F)F)F)F)F)F)F)F)F.C[NH+](C)C